trichloropyrimidine-5-carbaldehyde ClC1=C(C(=NC(=N1)Cl)Cl)C=O